FC(C1=NC2=C(N1)CCCC2)(F)F 2-(trifluoromethyl)-4,5,6,7-tetrahydro-1H-benzo[d]imidazole